O=C([C@H](O)[C@@H](O)[C@H](O)[C@H](O)CO)O.C(CCCCCCC)NC=1N=C(NC(N1)(C)C)NCC1=CC=C(C=C1)C 4-octylamino-1,6-dihydro-6,6-dimethyl-2-(4'-methylbenzylamino)-1,3,5-triazine-D-gluconate